(aminomethyl)-N-(4,4-difluorocyclohexyl)-N-methylpyridineamide dihydrochloride Cl.Cl.NCC=1C(=NC=CC1)C(=O)N(C)C1CCC(CC1)(F)F